OC(=O)C(F)(F)F.ClC1=CC(=C(COC2=NC(=C(C=C2F)F)C2CCNCC2)C=C1)F ((4-chloro-2-fluorobenzyl)oxy)-3,5-difluoro-6-(piperidin-4-yl)pyridine TFA salt